3-(2,6-difluoro-3,5-dimethoxyphenyl)-8-[(4-ethylpiperazin-1-yl)carbonyl]-1-methyl-1,3,4,7-tetrahydro-2H-pyrrolo[3',2':5,6]pyrido[4,3-d]pyrimidin-2-one FC1=C(C(=C(C=C1OC)OC)F)N1C(N(C2=C(C1)C=NC1=C2C=C(N1)C(=O)N1CCN(CC1)CC)C)=O